(S)-N-(4-([1,2,4]triazolo[1,5-a]pyridin-7-yloxy)-2-fluoro-3-methylphenyl)-6,6a,7,8,9,10-hexahydropyrazino[1',2':4,5][1,4]oxazino[2,3-f]quinazolin-4-amine N=1C=NN2C1C=C(C=C2)OC2=C(C(=C(C=C2)NC2=NC=NC1=CC=C3C(=C21)OC[C@H]2N3CCNC2)F)C